(2S,3S)-N,N-BIS(4-METHOXYBENZYL)-3-METHYL-1-(TETRAHYDRO-2H-PYRAN-4-YL)HEX-5-ENE-2-SULFONAMIDE COC1=CC=C(CN(S(=O)(=O)[C@@H](CC2CCOCC2)[C@H](CC=C)C)CC2=CC=C(C=C2)OC)C=C1